tert-butyl (2R,5S)-5-[2-(4-chloro-3-fluorophenoxy)acetamido]-2-{[3-(difluoromethoxy)phenyl]carbamoyl}piperidine-1-carboxylate ClC1=C(C=C(OCC(=O)N[C@H]2CC[C@@H](N(C2)C(=O)OC(C)(C)C)C(NC2=CC(=CC=C2)OC(F)F)=O)C=C1)F